ClC=1C=C(C=CC1)N1C=C(C2=C1N=CN=C2N2[C@H](CN(CC2)C(=O)OC(C)(C)C)C)C2=NC=CN=C2C#N tert-Butyl (S)-4-(7-(3-chlorophenyl)-5-(3-cyanopyrazin-2-yl)-7H-pyrrolo[2,3-d]pyrimidin-4-yl)-3-methylpiperazine-1-carboxylate